4-((dimethyl(octyl)silyl)methyl)benzene-1,2-diamine C[Si](CCCCCCCC)(C)CC=1C=C(C(=CC1)N)N